C1(=CC=CC=C1)P(C1=C(C2=CC=CC=C2C=C1)C1=C(C=CC2=CC=CC=C12)P(C1=CC=CC=C1)C1=CC=CC=C1)C1=CC=CC=C1 (2,2'-bis(diphenyl-phosphino))-1,1'-binaphthyl